2-bromo-N-(bromoethyl)ethylamine BrCCNCCBr